(S)-3-((2-chloro-6,7-dihydrothieno[3,2-d]pyrimidin-4-yl)amino)piperidine-1-carboxylic acid methyl ester COC(=O)N1C[C@H](CCC1)NC=1C2=C(N=C(N1)Cl)CCS2